(5S)-5-{[(3R,4S)-3,4-Difluoropyrrolidin-1-yl]carbonyl}-2-[2-(4-methoxyphenyl)ethyl]-5,6,7,8-tetrahydro[1,2,4]triazolo[4,3-a]pyridin-3(2H)-one F[C@@H]1CN(C[C@@H]1F)C(=O)[C@@H]1CCCC=2N1C(N(N2)CCC2=CC=C(C=C2)OC)=O